BrCC1=CC(=NN1C1=CC=C(C=C1)Cl)C(F)(F)F 5-(bromomethyl)-1-(4-chlorophenyl)-3-(trifluoromethyl)pyrazole